FC1=C(C(=CC2=C1N=C(S2)NC(=O)C21CC3CC(CC(C2)C3)C1)F)F (3R,5S,7s)-N-(4,5,6-trifluoro-1,3-benzothiazol-2-yl)adamantan-1-carboxamide